4-(6-bromo-1-tosyl-1H-indol-3-yl)-2-(7-bromo-1H-indol-3-yl)thiazole BrC1=CC=C2C(=CN(C2=C1)S(=O)(=O)C1=CC=C(C)C=C1)C=1N=C(SC1)C1=CNC2=C(C=CC=C12)Br